4-(4-fluoro-3-(4-(piperidine-4-carbonyl)piperazine-1-carbonyl)benzyl)phthalazin-1(2H)-one FC1=C(C=C(CC2=NNC(C3=CC=CC=C23)=O)C=C1)C(=O)N1CCN(CC1)C(=O)C1CCNCC1